3-amino-3-methylpyrrolidin NC1(CNCC1)C